NC1=CC(=C(C(=N1)C1=C(C=C2C(=NC=NC2=C1)N1[C@H](CN(C[C@@H]1C)C(C=C)=O)C)Cl)C(F)(F)F)C 1-[(3s,5s)-4-[7-[6-amino-4-methyl-3-(trifluoromethyl)-2-pyridinyl]-6-chloro-quinazolin-4-yl]-3,5-dimethyl-piperazin-1-yl]prop-2-en-1-one